(2S)-2-amino-N-[(1S)-1-{[3-fluoro-4-(hydroxymethyl)phenyl]carbamoyl}ethyl]-3-methylbutanamide N[C@H](C(=O)N[C@@H](C)C(NC1=CC(=C(C=C1)CO)F)=O)C(C)C